2-methyl-4''-(4-pentylcyclohexyl)-1,1':4',1''-terphenyl CC1=C(C=CC=C1)C1=CC=C(C=C1)C1=CC=C(C=C1)C1CCC(CC1)CCCCC